5-(1,4-dimethyl-1H-pyrazol-3-yl)-3-(1-(o-tolyl)cyclopropyl)-1,2,4-oxadiazole CN1N=C(C(=C1)C)C1=NC(=NO1)C1(CC1)C1=C(C=CC=C1)C